FC=1C=C2C=NN(C2=CC1CC1CC2(CN(C2)C(=O)C2CC(C2)(C)O)C1)C (6-((5-fluoro-1-methyl-1H-indazol-6-yl)methyl)-2-azaspiro[3.3]hept-2-yl)((1s,3s)-3-hydroxy-3-methylcyclobutyl)methanone